chloro-N-[(dimethylamino)methylene]-5-[(diphenylmethylene)amino]pyridine-3-sulfonamide tert-Butyl-4-(6-amino-3-fluoro-5,6,7,8-tetrahydroquinolin-2-yl)piperazine-1-carboxylate C(C)(C)(C)OC(=O)N1CCN(CC1)C1=NC=2CCC(CC2C=C1F)N.ClC1=NC=C(C=C1S(=O)(=O)N=CN(C)C)N=C(C1=CC=CC=C1)C1=CC=CC=C1